C(C)C=1N=C2SC(=CN2C1C(=O)O)C 6-ethyl-2-methyl-imidazo[2,1-b]thiazole-5-carboxylic acid